OC1=CC=C(C=C1)C(CCCCCCCCCC)C1=CC=C(C=C1)O 1,1-Bis(4-hydroxyphenyl)-n-undecane